6-chloro-1,3-diphenyl-indeno[1,2-c]thiophen-4-one-1-d ClC=1C=C2C=C3C(C(SC3([2H])C3=CC=CC=C3)C3=CC=CC=C3)=C2C(C1)=O